C(C)(=O)N[C@@H](C(=O)O)CCOCCOCC1=CC=CC=C1 (R)-2-acetamido-4-(2-benzyloxyethoxy)butanoic acid